CN(CCOC=1C=CC2=C(C(=NS2(=O)=O)N(C)/N=C/C2=CC(=C(C=C2)F)OC)C1)C 5-[2-(dimethylamino)ethoxy]-N-[(E)-(4-fluoro-3-methoxy-phenyl)methyleneamino]-N-methyl-1,1-dioxo-1,2-benzothiazol-3-amine